FC(CC(COC)(C)N1C(C2=CC=CC=C2C1=O)=O)F 2-(4,4-difluoro-1-methoxy-2-methylbutan-2-yl)isoindoline-1,3-dione